OC1=CC=C2C(C(COC2=C1)C1=CC=CC=C1)C1=CC=C(C=C1)N1CCC(CC1)CN1CCN(CC1)C=1C=C2CN(C(C2=CC1)=O)C1C(NC(CC1)=O)=O 3-(5-(4-((1-(4-(7-hydroxy-3-phenylchroman-4-yl)phenyl)piperidin-4-yl)methyl)piperazin-1-yl)-1-oxoisoindolin-2-yl)piperidine-2,6-dione